C1(=CC=CC=C1)C1=CC(=NC=C1)C=1C=C(C=C(C1)C1=CC=CC=C1)OC1=CC=2N(C3=CC=CC=C3C2C=C1)C1=NC=CC=C1 2-((5-(4-phenylpyridin-2-yl)-[1,1'-biphenyl]-3-yl)oxy)-9-(pyridin-2-yl)-9H-carbazole